5-(2-naphthyl)-cyclohexane-1,3-dione C1=C(C=CC2=CC=CC=C12)C1CC(CC(C1)=O)=O